3-(4-cyclopropyl-6-methoxypyrimidin-5-yl)-1-methyl-5-(6-(1-methyl-4-(trifluoromethyl)-1H-imidazol-2-yl)pyridazin-3-yl)-4,5,6,7-tetrahydro-1H-pyrazolo[4,3-c]pyridine C1(CC1)C1=NC=NC(=C1C1=NN(C2=C1CN(CC2)C=2N=NC(=CC2)C=2N(C=C(N2)C(F)(F)F)C)C)OC